CN(C)C1=CC=C(C(=O)C2=CC=CC=C2)C=C1 4-(N,N-dimethylamino)-benzophenone